(S)-N-((S)-4-chloro-1-((3,3-difluorocyclobutyl)carbamoyl)-2,3-dihydro-1H-inden-1-yl)-1-(4-cyanopyridin-2-yl)-N-(3,5-difluorophenyl)-5-oxopyrrolidine-2-carboxamide ClC1=C2CC[C@](C2=CC=C1)(C(NC1CC(C1)(F)F)=O)N(C(=O)[C@H]1N(C(CC1)=O)C1=NC=CC(=C1)C#N)C1=CC(=CC(=C1)F)F